6-((3-tert-butyl-7-(5-methylisoxazol-3-yl)pyrazolo[1,5-d][1,2,4]triazin-2-yl-oxy)methyl)-N-isopropylnicotinamide C(C)(C)(C)C=1C(=NN2C(=NN=CC21)C2=NOC(=C2)C)OCC2=NC=C(C(=O)NC(C)C)C=C2